O=C1NC(CCC1N1C(C2=CC=C(C=C2C1)C(=O)N[C@@H](C(F)(F)F)C(CO)(C)C)=O)=O 2-(2,6-dioxopiperidin-3-yl)-1-oxo-N-((R)-1,1,1-trifluoro-4-hydroxy-3,3-dimethylbutan-2-yl)isoindoline-5-carboxamide